C([O-])(O)=O.[K+] potassium (i) bicarbonate